(5aR,5bS,7aS,8S,10aS,10bR,12aR)-2-(3-methoxyphenyl)-5a,7a-dimethyl-5,5a,5b,6,7,7a,8,9,10,10a,10b,11,12,12a-tetradecahydro-4H-cyclopenta[7,8]phenanthro[2,1-d]thiazol-8-ol COC=1C=C(C=CC1)C=1SC2=C(N1)CC[C@@]1([C@H]3CC[C@]4([C@H]([C@@H]3CC[C@H]12)CC[C@@H]4O)C)C